ClC=1C(=CC=CC1F)OC 3-chloro-4-fluoro-2-methoxybenzene